BrC=1C=C(C=C(C1C1CC1)Cl)B1OC(C(O1)(C)C)(C)C 3-bromo-5-chloro-4-cyclopropyl-phenyl-4,4,5,5-tetramethyl-1,3,2-dioxaborolane